COC1=C2C(=NC(=N1)C1=CC(CC1)=O)N(N=C2C(F)(F)F)C 3-(4-methoxy-1-methyl-3-(trifluoromethyl)-1H-pyrazolo[3,4-d]pyrimidin-6-yl)cyclopent-2-en-1-one